N-((2R,3S,4S,5S)-2-(((tert-butyldiphenylsilyl)oxy)methyl)-5-(dimethoxymethyl)-4-fluorotetrahydrofuran-3-yl)-6-chloro-5-nitro-2-(propylthio)pyrimidin-4-amine [Si](C1=CC=CC=C1)(C1=CC=CC=C1)(C(C)(C)C)OC[C@@H]1O[C@H]([C@H]([C@H]1NC1=NC(=NC(=C1[N+](=O)[O-])Cl)SCCC)F)C(OC)OC